4-ethynyl-4'-pentyloxy-1,1'-biphenyl C(#C)C1=CC=C(C=C1)C1=CC=C(C=C1)OCCCCC